2,6-dichloro-α-(4-chlorophenyl)-4-(4,5-dihydro-3,5-dioxo-1,2,4-triazin-2(3H)-yl)benzeneacetonitrile ClC1=C(C(=CC(=C1)N1N=CC(NC1=O)=O)Cl)C(C#N)C1=CC=C(C=C1)Cl